C(C1=CC=CC=C1)(=O)N1C(=N[N-]C1=S)C=1N=C2N(C=CC(=C2)Cl)C1.[Na+] Sodium 4-benzoyl-3-(7-chloroimidazo[1,2-a]pyridin-2-yl)-5-thioxo-4,5-dihydro-1,2,4-triazol-1-ide